ClC=1C=C(C=CC1CC(C)C)C1=NC(=NO1)C1=CC=C(CN2CCC(CC2)(C(=O)O)COCCOCC)C=C1 1-{4-[5-(3-Chloro-4-isobutyl-phenyl)-[1,2,4]-oxadiazol-3-yl]-benzyl}-4-(2-ethoxy-ethoxymethyl)-piperidine-4-carboxylic acid